ClC=1C=C(C=CC1O)C=1C2CC(C(C1C1=CC(=C(C=C1)O)Cl)O2)S(=O)(=O)N(C2=CC=C(C=C2)OC)CC2CC2 5,6-bis(3-chloro-4-hydroxyphenyl)-N-(cyclopropylmethyl)-N-(4-methoxyphenyl)-7-oxabicyclo[2.2.1]hept-5-ene-2-sulfonamide